FC1=C(C(=C(C(=C1[2H])[2H])C(CC#N)=O)[2H])[2H] 3-(4-Fluorophenyl-2,3,5,6-d4)-3-oxopropionitrile